1,8-bis(2,5-diaminophenoxy)-3,5-dioxaoctane NC1=C(OCCOCOCCCOC2=C(C=CC(=C2)N)N)C=C(C=C1)N